(3,4-Dichlorophenyl)(2,4,5,8,9,11-hexahydro-10H-pyrazolo[3,4-c]pyrazolo[1,5-a:4,3-c']-dipyridin-10-yl)methanone ClC=1C=C(C=CC1Cl)C(=O)N1CC=2C(CC1)=NN1C2C=2C(CC1)=CNN2